N-(3-(hydroxymethyl)-1-trityl-1H-pyrazolo[4,3-c]pyridin-6-yl)acetamide OCC1=NN(C2=C1C=NC(=C2)NC(C)=O)C(C2=CC=CC=C2)(C2=CC=CC=C2)C2=CC=CC=C2